iodosulfamate INS([O-])(=O)=O